N-(4-(N,N-bis(4-methoxybenzyl)sulfamoyl)-1-(4-fluorobenzoyl)-1H-indazol-6-yl)-2-(2-chlorophenyl)acetamide COC1=CC=C(CN(S(=O)(=O)C2=C3C=NN(C3=CC(=C2)NC(CC2=C(C=CC=C2)Cl)=O)C(C2=CC=C(C=C2)F)=O)CC2=CC=C(C=C2)OC)C=C1